ethyl 2-((1R,3S)-1-((3-chloro-4-fluorophenyl)fluoromethyl)-3-(N-(4-methoxybenzyl)methylsulfonamido)cyclopentyl)oxazole-4-carboxylate ClC=1C=C(C=CC1F)C([C@]1(C[C@H](CC1)N(S(=O)(=O)C)CC1=CC=C(C=C1)OC)C=1OC=C(N1)C(=O)OCC)F